N-[(3S,4R)-1-tert-butyl-3-fluoro-4-piperidyl]-2-[3-(2-methoxy-4-methylsulfonyl-anilino)prop-1-ynyl]-1-(2,2,2-trifluoroethyl)indol-4-amine C(C)(C)(C)N1C[C@@H]([C@@H](CC1)NC=1C=2C=C(N(C2C=CC1)CC(F)(F)F)C#CCNC1=C(C=C(C=C1)S(=O)(=O)C)OC)F